ClC1=CC(=C(C(=O)N2C[C@H](N(CC2)C=2C=CC(=NC2C(=O)N[C@H]2CNCC2)C=2C(=NC=CC2)OCC)CC)C=C1)C#N 5-[(2R)-4-(4-chloro-2-cyanobenzoyl)-2-ethylpiperazin-1-yl]-2'-ethoxy-N-[(3R)-pyrrolidin-3-yl]-[2,3'-bipyridine]-6-carboxamide